(2R,4S)-methyl 4-((6-chloro-5-iodo-1-((2-(trimethylsilyl)ethoxy)methyl)-1H-imidazo[4,5-b]pyridin-2-yl)oxy)tetrahydro-2H-pyran-2-carboxylate ClC=1C=C2C(=NC1I)N=C(N2COCC[Si](C)(C)C)O[C@@H]2C[C@@H](OCC2)C(=O)OC